C(#N)C1=CC=C(C=C1)NC1=NC(=NC2=CC(=C(C=C12)OC)OC)SC(C(=O)[O-])(C)C 2-((4-((4-cyanophenyl) amino)-6,7-dimethoxyquinazolin-2-yl) thio)-2-methylpropionate